6-hydroxy-4-{[1-(3-methoxyphenyl)-1H-pyrazol-4-yl]methyl}-5-oxo-4,5-dihydrothieno[3,2-b]pyridine-7-carboxylic acid OC1=C(C2=C(N(C1=O)CC=1C=NN(C1)C1=CC(=CC=C1)OC)C=CS2)C(=O)O